C(C=C)(=O)N1C[C@@H](N(CC1)C=1C2=C(N(C(N1)=O)C1=C(C=O)C=CN=C1C(C)C)N=C(C(=C2)Cl)C2=C(C=CC=C2)F)C (M)-(S)-3-(4-(4-acryloyl-2-methylpiperazin-1-yl)-6-chloro-7-(2-fluorophenyl)-2-oxopyrido[2,3-d]pyrimidin-1(2H)-yl)-2-isopropylisonicotinaldehyde